N=1C=C(N2C1C=CC=C2)C(=O)N2CC1=C(CC2)C(=CS1)C(=O)NC1=CC(=CC(=C1)C(F)(F)F)CN(C)CCOC 6-(Imidazo[1,2-a]pyridin-3-carbonyl)-N-(3-(((2-methoxyethyl)(methyl)amino)methyl)-5-(trifluoromethyl)phenyl)-4,5,6,7-tetrahydrothieno[2,3-c]pyridin-3-carboxamid